triethoxyoctyl-silane zinc [Zn].C(C)OC(CCCCCCC[SiH3])(OCC)OCC